C(C)(CC)OC(=O)C=1N=C(SC1)C1=CC=C(C=C1)OCC.CC1=CC=C(C=C1)N(C1=CC=CC=C1)C1=CC=C(C=C1)C N,N-Bis(4'-methylphenyl)aniline sec-Butyl-2-(4-ethoxyphenyl)thiazole-4-carboxylate